(S)-5-((((2'-(3-((3-((2,6-Diazaspiro[3.3]heptan-2-yl)methyl)-2-fluorophenyl)amino)-2-chlorophenyl)-3'-chloro-6-methoxy-[2,4'-bipyridin]-5-yl)methyl)amino)methyl)pyrrolidin-2-one C1N(CC12CNC2)CC=2C(=C(C=CC2)NC=2C(=C(C=CC2)C2=NC=CC(=C2Cl)C2=NC(=C(C=C2)CNC[C@@H]2CCC(N2)=O)OC)Cl)F